tert-butyl [2-({N-[7-bromo-2-(4-methoxyphenyl)[1,2,4]triazolo[1,5-c]quinazolin-5-yl]-D-alanyl}amino)ethyl]methylcarbamate BrC1=CC=CC=2C=3N(C(=NC12)N[C@H](C)C(=O)NCCN(C(OC(C)(C)C)=O)C)N=C(N3)C3=CC=C(C=C3)OC